2-(((2r,3r,4r,5r)-3,4-diacetoxy-5-(6-amino-2-chloro-9H-purin-9-yl)-3-ethynyltetrahydrofuran-2-yl)methoxy)-2-(furan-3-ylmethyl)-malonic acid diethyl ester C(C)OC(C(C(=O)OCC)(CC1=COC=C1)OC[C@H]1O[C@H]([C@@H]([C@]1(C#C)OC(C)=O)OC(C)=O)N1C2=NC(=NC(=C2N=C1)N)Cl)=O